N'-(8-fluoro-1,2,3,5,6,7-hexahydro-s-indacen-4-ylcarbamoyl)-4-(2-hydroxypropan-2-yl)-5-methylfuran-2-sulfonimidamide FC=1C=2CCCC2C(=C2CCCC12)NC(=O)N=S(=O)(N)C=1OC(=C(C1)C(C)(C)O)C